6-((tert-butyldimethylsilyl)oxy)-3-(tributylstannyl)-1H-Indazole [Si](C)(C)(C(C)(C)C)OC1=CC=C2C(=NNC2=C1)[Sn](CCCC)(CCCC)CCCC